6-(5-cyanopyridin-2-yl)-N-(1-(4-fluorophenyl)cyclopropyl)-1-(2-morpholinoethyl)-2-oxo-1,2-dihydro-1,8-naphthyridine-3-carboxamide C(#N)C=1C=CC(=NC1)C=1C=C2C=C(C(N(C2=NC1)CCN1CCOCC1)=O)C(=O)NC1(CC1)C1=CC=C(C=C1)F